C(#C)C1=C2C(=CC(=CC2=CC=C1F)O)C1=C(C=2N=C(N=C(C2C=N1)N1CCOCCC1)OCC1(CC1)CN1CCOCC1)F 5-ethynyl-6-fluoro-4-(8-fluoro-2-((1-(morpholinomethyl)cyclopropyl)methoxy)-4-(1,4-oxazepan-4-yl)pyrido[4,3-d]pyrimidin-7-yl)naphthalen-2-ol